6-amino-2-methyl-5-nitro-pyridine-3-carboxylic acid ethyl ester C(C)OC(=O)C=1C(=NC(=C(C1)[N+](=O)[O-])N)C